2-amino-5-fluoro-benzenethiol NC1=C(C=C(C=C1)F)S